(S)-N-(8,9-difluoro-6-oxo-1,4,5,6-tetrahydro-2H-pyrano[3,4-c]isoquinolin-1-yl)-N-methylindolizine-3-carboxamide FC=1C(=CC=2C3=C(NC(C2C1)=O)COC[C@H]3N(C(=O)C3=CC=C1C=CC=CN31)C)F